1-(4-bromo-3-fluoro-1H-pyrrol-2-yl)ethanone BrC=1C(=C(NC1)C(C)=O)F